CCCCCCCCCCCCCCCCCC/C=C/O eicosenol